NC1CNCCNC1 (6-amino)-1,4-diazepane